ClC=1C=C2C(=NC1I)N=C(N2COCC[Si](C)(C)C)O[C@H]2CN(CC2)C(C)=O (R)-1-(3-((6-chloro-5-iodo-1-((2-(trimethylsilyl)ethoxy)methyl)-1H-imidazo[4,5-b]pyridin-2-yl)oxy)pyrrolidin-1-yl)ethanone